COCCNC1CCC(CC1)N N4-(2-methoxyethyl)cyclohexane-1,4-diamine